C1(CCCCC1)COC=1C=C(C=CC1)CCCN 3-(3-(cyclohexylmethoxy)phenyl)propan-1-amine